(R)-1-(7-(8-chloro-7-fluoro-3-(methoxymethoxy)naphthalen-1-yl)-8-fluoro-2-((1-(hydroxymethyl)cyclopropyl)methoxy)pyrido[4,3-d]pyrimidin-4-yl)-3-methylpiperidin-3-ol ClC=1C(=CC=C2C=C(C=C(C12)C1=C(C=2N=C(N=C(C2C=N1)N1C[C@@](CCC1)(O)C)OCC1(CC1)CO)F)OCOC)F